Pentasodium Triphosphate [O-]P([O-])(=O)OP(=O)([O-])OP(=O)([O-])[O-].[Na+].[Na+].[Na+].[Na+].[Na+]